CC=1C(=C(C=C(C1)C(F)(F)F)O)C=1C=CC=2C(N1)=NN(C2)[C@H]2CCC=1N(C2)C=NN1 |o1:21| (S or R)-3-methyl-2-(2-(5,6,7,8-tetrahydro-[1,2,4]triazolo[4,3-a]pyridin-6-yl)-2H-pyrazolo[3,4-b]pyridin-6-yl)-5-(trifluoromethyl)phenol